2-(3-(furan-2-ylmethyl)-3,4-dihydro-2H-benzo[e][1,3]oxazin-6-yl)ethyl 3-(2-(furan-2-ylmethyl)-3,4-dihydro-2H-benzo[e][1,2]oxazin-6-yl)propanoate O1C(=CC=C1)CN1OC2=C(CC1)C=C(C=C2)CCC(=O)OCCC=2C=CC1=C(CN(CO1)CC=1OC=CC1)C2